(1-Isobutyrylpiperidin-4-yl)methyl-4-methylbenzene-sulfonate C(C(C)C)(=O)N1CCC(CC1)COS(=O)(=O)C1=CC=C(C=C1)C